6-(3-Methoxyphenyl)-5,7-dimethyl-2-phenyl-2,6-dihydro-1H-pyrrolo[3,4-d]pyridazin COC=1C=C(C=CC1)N1C(=C2CN(N=CC2=C1C)C1=CC=CC=C1)C